COC(=O)C=1N=C(N(C(C1OC)=O)C)C1=NC2=C(N1C1CCC1)C=CC(=C2)[N+](=O)[O-] methyl-2-(1-cyclobutyl-5-nitro-1H-1,3-benzodiazol-2-yl)-5-methoxy-1-methyl-6-oxo-1,6-dihydropyrimidine-4-carboxylate